(RS)-2-(4-(2,2-difluoro-7-azaspiro[3.5]non-6-yl)-1H-pyrazol-1-yl)acetic acid ethyl ester C(C)OC(CN1N=CC(=C1)[C@H]1CC2(CC(C2)(F)F)CCN1)=O |r|